N[C@H](CC1C(=C2N(C(=CC=C2S1)Cl)CC=1SC=CN1)Cl)CC 2-[(2S)-2-aminobutyl]-3,5-dichloro-N-[(1,3-thiazol-2-yl)methyl]thieno[3,2-b]pyridin